FC(C(=O)O)(F)F.C(C)N1[C@H](CN(CC1)C1=C2C(=NC=C1)N(CC2)C(=O)NC=2C=C(C=1N(C2)C=C(N1)C)F)C (S)-4-(4-ethyl-3-methylpiperazin-1-yl)-N-(8-fluoro-2-methylimidazo[1,2-a]pyridin-6-yl)-2,3-dihydro-1H-pyrrolo[2,3-b]pyridine-1-carboxamide 2,2,2-trifluoroacetate